rac-(3S)-N,N-dimethyl-1-[6-[5-(6-methyl-2-pyridyl)-1H-triazol-4-yl]-3-quinolyl]pyrrolidin-3-amine CN([C@@H]1CN(CC1)C=1C=NC2=CC=C(C=C2C1)C=1N=NNC1C1=NC(=CC=C1)C)C |r|